N1(C=NC2=C1C=CC=C2)CC=2OC1=CC=CC=C1C(C2C2=CC=CC=C2)=O 2-[(1H-benzo[d]imidazol-1-yl)methyl]-3-phenyl-4H-chromen-4-one